C(C)O[Si](C(CCN1C(NCC1)=O)CCCCC)(C)C 1-[3-(ethoxydimethylsilyl)octyl]-2-imidazolidinone